tert-butyl (3R)-3-[6-[2-cyano-6-fluoro-3-(isopropylsulfonylamino)phenoxy]-4-oxo-quinazolin-3-yl]-1-oxa-8-azaspiro[4.5]decane-8-carboxylate C(#N)C1=C(OC=2C=C3C(N(C=NC3=CC2)[C@H]2COC3(C2)CCN(CC3)C(=O)OC(C)(C)C)=O)C(=CC=C1NS(=O)(=O)C(C)C)F